((R)-4-amino-3-(4-chlorophenyl)butanoic acid) di-TFA salt OC(=O)C(F)(F)F.OC(=O)C(F)(F)F.NC[C@H](CC(=O)O)C1=CC=C(C=C1)Cl